2-decyltetradecanol C(CCCCCCCCC)C(CO)CCCCCCCCCCCC